[4-(4-aminobenzoyl) oxyphenyl] 4-Aminobenzoate NC1=CC=C(C(=O)OC2=CC=C(C=C2)OC(C2=CC=C(C=C2)N)=O)C=C1